CC1=C(C=NC=C1)C(=O)N[C@@H](C)C1=CC=C(C=C1)NC(=O)NCC1=CC=C(C=C1)Cl [(4-{(1S)-1-[(4-methyl(3-pyridyl))carbonylamino]ethyl}phenyl)amino]-N-[(4-chlorophenyl)methyl]carboxamide